P(=O)(O)(O)CN(CCCCCC(=O)O)CP(=O)(O)O 6-(bis(phosphonomethyl)amino)hexanoic acid